4-[3-(2-dispiro[2.0.24.13]heptan-7-ylethoxy)pyrazol-1-yl]-2-fluoro-benzoic acid C1CC12C1(CC1)C2CCOC2=NN(C=C2)C2=CC(=C(C(=O)O)C=C2)F